COC1=C(CNCCN2C(NC3=CC=CC=C3C2=O)=O)C=CC=C1 3-[2-(2-methoxy-benzylamino)ethyl]-1H-quinazoline-2,4-dione